3-(((7-(1H-pyrazol-4-yl)-2,3-dihydrofuro[3,2-c]pyridin-4-yl)amino)methyl)-N-(6-amino-4,5,6,7-tetrahydrobenzo[d]thiazol-2-yl)benzamide N1N=CC(=C1)C=1C2=C(C(=NC1)NCC=1C=C(C(=O)NC=3SC4=C(N3)CCC(C4)N)C=CC1)CCO2